(R)-N-(4-(1-benzyl-1H-tetrazol-5-yl)phenyl)-N-(4-cyclohexylbenzyl)-1-((perfluorophenyl)sulfonyl)azetidine-2-carboxamide C(C1=CC=CC=C1)N1N=NN=C1C1=CC=C(C=C1)N(C(=O)[C@@H]1N(CC1)S(=O)(=O)C1=C(C(=C(C(=C1F)F)F)F)F)CC1=CC=C(C=C1)C1CCCCC1